C(=CCCCCCCCC)C1C(=O)OC(C1)=O n-decenyl-succinic anhydride